[4-(4-Fluoro-3-methyl-phenyl)sulfonylmorpholin-2-yl]-N-methyl-benzothiophen-2-carboxamid FC1=C(C=C(C=C1)S(=O)(=O)N1CC(OCC1)C1=C(SC2=C1C=CC=C2)C(=O)NC)C